C1(=CC=CC=C1)C=1N=C(OC1C1=CC=CC=C1)CCC(=O)O 4,5-diphenyl-2-oxazolepropionic acid